methyl 2-(2-((2-(3-acetyl-5-(2-methylpyrimidin-5-yl)-1H-indazol-1-yl)acetamido)meth-yl)phenyl)acetate C(C)(=O)C1=NN(C2=CC=C(C=C12)C=1C=NC(=NC1)C)CC(=O)NCC1=C(C=CC=C1)CC(=O)OC